ClC1=CC=C(OC=2C=CC(=NC2)NC(C(C)N2CCN(CC2)C(=O)C2=CNC(C=C2)=O)=O)C=C1 N-(5-(4-chlorophenoxy)pyridin-2-yl)-2-(4-(6-oxo-1,6-dihydropyridine-3-carbonyl)piperazin-1-yl)propanamide